FC=1C=2CCCC2C(=C2CCCC12)NC(=O)NS(=O)(=O)C1=NN(C(=C1)CN(C)CC1(CCC1)O)C N-((8-fluoro-1,2,3,5,6,7-hexahydro-s-indacen-4-yl)carbamoyl)-5-((((1-hydroxycyclobutyl)methyl)(methyl)amino)methyl)-1-methyl-1H-pyrazole-3-sulfonamide